2-[[4-(4-pyridyl)piperazin-1-yl]methyl]-1H-indol-5-amine N1=CC=C(C=C1)N1CCN(CC1)CC=1NC2=CC=C(C=C2C1)N